5-fluoro-1-(oxetan-3-yl)-1H-indazole-6-carboxylic acid methyl ester COC(=O)C1=C(C=C2C=NN(C2=C1)C1COC1)F